BrC1=C(C=CC=C1)NC(=O)C1CC2(C1)CCC(CC2)C2=CC=NC1=CC=C(C=C21)F N-(2-bromophenyl)-7-(6-fluoroquinoline-4-yl)spiro[3.5]nonane-2-carboxamide